t-butyl-(dimethyl)silyl chloride C(C)(C)(C)[Si](C)(C)Cl